NCCCOCCCCC(=O)N1CCN(CC1)C=1C(=CC2=C(C(C=3NC4=CC(=CC=C4C3C2=O)C#N)(C)C)C1)CC 8-(4-(5-(3-aminopropoxy)pentanoyl)piperazin-1-yl)-9-ethyl-6,6-dimethyl-11-oxo-6,11-dihydro-5H-benzo[b]carbazole-3-carbonitrile